4-(Octylamino)-pyridin C(CCCCCCC)NC1=CC=NC=C1